C(CN(C=CC(=O)O)C=CC(=O)O)N(C=CC(=O)O)C=CC(=O)O ethylenediaminetetraacrylic acid